ClC1=C(C(C=2C=CC(=NC2C1=O)C)=O)NC1=CC=C(C=C1)N1CCN(CC1)C 7-Chloro-2-methyl-6-((4-(4-methylpiperazin-1-yl)phenyl)amino)chinolin-5,8-dion